C(C1=CC=CC=C1)C1=CC(=NO1)C(=O)N[C@H]1C=2N(C3=C(OC1)C=CC=C3)C=CN2 (S)-5-benzyl-N-(4,5-dihydrobenzo[b]imidazo[1,2-d][1,4]oxazepin-4-yl)isoxazole-3-carboxamide